FC1(CN(CCC1)C=1C=2N(N=C(C1)C=1C(=NC(=NC1)OC)OC)C=CN2)F 8-(3,3-difluoropiperidin-1-yl)-6-(2,4-dimethoxypyrimidin-5-yl)imidazo[1,2-b]pyridazine